4-bromo-N2-(propan-2-yl)benzene-1,2-diamine BrC=1C=C(C(=CC1)N)NC(C)C